2-(2-((4-bromophenyl)amino)ethyl)indoline-1,2-dicarboxylic acid BrC1=CC=C(C=C1)NCCC1(N(C2=CC=CC=C2C1)C(=O)O)C(=O)O